FC1=CC=CC2=C1N(C(=N2)C=2C(=NON2)N)CC2=NC=NC=C2 4-(7-fluoro-1-(pyrimidin-4-ylmethyl)-benzoimidazol-2-yl)-1,2,5-oxadiazol-3-amine